N[C@H](C(=O)N1C[C@H](CC1)NC=1C2=C(N=CN1)C=CC(=N2)C=2C=NC(=C(C2)C(F)(F)F)OC)C[Se]C (R)-2-amino-1-((S)-3-((6-(6-methoxy-5-(trifluoromethyl)-3-pyridinyl)-4-pyrido[3,2-d]pyrimidinyl)amino)1-pyrrolidinyl)-3-(methylselenyl)propan-1-one